6-hexadecenlactone C1(CCCCC=CCCCCCCCCCO1)=O